The molecule is a diamino-1,3,5-triazine that is 1,3,5-triazine-2,4-diamine substituted by a methylsulfanyl group at position 6 and a tert-buty group at the amino nitrogen atom. It has a role as an antifouling biocide and a marine xenobiotic metabolite. It is a diamino-1,3,5-triazine and an organic sulfide. It derives from a hydride of a 1,3,5-triazine. CC(C)(C)NC1=NC(=NC(=N1)N)SC